ClC=1N=C(C2=C(N1)C=CO2)NCC2=CC=C(C=C2)C=2C=1N(C=CN2)C=CN1 2-chloro-N-(4-(imidazo[1,2-a]pyrazin-8-yl)benzyl)furo[3,2-d]pyrimidin-4-amine